(R)-N-(5-((4-amino-7-ethyl-7H-pyrrolo[2,3-d]pyrimidin-5-yl)ethynyl)-6-methylpyridin-3-yl)-3-phenylisoxazolidin-2-carboxamide NC=1C2=C(N=CN1)N(C=C2C#CC=2C=C(C=NC2C)NC(=O)N2OCC[C@@H]2C2=CC=CC=C2)CC